N-(8-[{4,5-bis(trifluoromethyl)pyridin-2-yl}oxy]chroman-3-yl)acrylamide FC(C1=CC(=NC=C1C(F)(F)F)OC=1C=CC=C2CC(COC12)NC(C=C)=O)(F)F